FC1=CC=C2C=C(N=C(C2=C1)OC)C(CC=C)O 1-(7-fluoro-1-methoxyisoquinolin-3-yl)but-3-en-1-ol